3-chloro-2,6-difluoro-N-(6-fluoro-2-pyridyl)-4-[(3S)-3-methoxy-3-[1,5,5-trimethylpyrrolidin-2-yl]pyrrolidin-1-yl]benzenesulfonamide ClC=1C(=C(C(=CC1N1C[C@@](CC1)(C1N(C(CC1)(C)C)C)OC)F)S(=O)(=O)NC1=NC(=CC=C1)F)F